1-methyl-N-(methyl(oxo)(4-(5-(trifluoromethyl)-1,2,4-oxadiazol-3-yl)phenyl)-λ6-sulfaneylidene)-1H-imidazole-5-carboxamide CN1C=NC=C1C(=O)N=S(C1=CC=C(C=C1)C1=NOC(=N1)C(F)(F)F)(=O)C